C1(CC1)C1=NN2C(N(C([C@H](CC2)NC(=O)C2=NN(C=N2)C(C)C2=CC=CC=C2)=O)C)=C1 N-((S)-2-Cyclopropyl-4-methyl-5-oxo-5,6,7,8-tetrahydro-4H-pyrazolo[1,5-a][1,3]diazepin-6-yl)-1-(1-phenylethyl)-1H-1,2,4-triazol-3-carboxamid